N1(CCNCC1)C(=O)C1=C(C=CC=C1)S(=O)(=O)NN (piperazine-1-carbonyl)benzenesulfonohydrazide